ClC=1C=C(C=C(C1)Cl)C1=CC(=C(C(=N1)OC=1C=NC(=NC1)N1CC2CCC(C1)N2C)F)CN2CCC(CC2)CC(=O)O 2-(1-((6-(3,5-dichlorophenyl)-3-fluoro-2-((2-(8-methyl-3,8-diazabicyclo[3.2.1]octan-3-yl)pyrimidin-5-yl)oxy)pyridin-4-yl)methyl)piperidin-4-yl)acetic acid